2,4-dimethyl-pyrido[4,3-d]pyrimidin-5(6H)-one CC=1N=C(C2=C(N1)C=CNC2=O)C